C(C)(C)(C)OC(=O)N1CCC(CC1)[C@@H](C)NS(=O)(=O)C1=CC(=C(C=C1)NC(C1=C(C=CC=C1)C)=O)C(F)(F)F (R)-4-(1-(4-(2-methylbenzoylamino)-3-(trifluoromethyl)benzenesulfonylamino)ethyl)piperidine-1-carboxylic acid tert-butyl ester